N1CC(C1)CN1C2CN(CC1C2)C=2C=C1C(N(C(C1=CC2F)=O)C2C(NC(CC2)=O)=O)=O 5-(6-(azetidin-3-ylmethyl)-3,6-diazabicyclo[3.1.1]heptan-3-yl)-2-(2,6-dioxopiperidin-3-yl)-6-fluoroisoindoline-1,3-dione